ClC=1N(N=C2N=CN(C(C21)=O)C)C2=CC(=NC=C2)NC2CC2 3-chloro-2-((cyclopropylamino)pyridin-4-yl)-5-methyl-2,5-dihydro-4H-pyrazolo[3,4-d]pyrimidin-4-one